C1(CC1)N1C=C(C(C2=CC(=C(C=C12)N1CCN(CC1)CC(=O)NC1=CC=C(C=C1)C(\C=C\C1=CC=C(C=C1)OC)=O)F)=O)C(=O)O 1-Cyclopropyl-6-fluoro-7-[4-[2-[4-[(E)-3-(4-methoxyphenyl)prop-2-enoyl]anilino]-2-oxoethyl]piperazin-1-yl]-4-oxoquinoline-3-carboxylic acid